C(CCCCCCC)OC(CCCC(CCCC(=O)[O-])OC(OCCNCCOC(OC(CCCC(=O)[O-])CCCC(OCCCCCCCC)=O)=O)=O)=O 5,17-bis(4-(octyloxy)-4-oxobutyl)-7,15-dioxo-6,8,14,16-tetraoxa-11-azahenicosandioate